tert-butyl (2R,5S)-4-(2-(1-cyanoethyl)-5-methyl-6-oxo-5,6-dihydroimidazo[1,2-b]pyridazin-8-yl)-2,5-dimethylpiperazine-1-carboxylate C(#N)C(C)C=1N=C2N(N(C(C=C2N2C[C@H](N(C[C@@H]2C)C(=O)OC(C)(C)C)C)=O)C)C1